FC1(OC2=C(O1)C=CC(=C2)[C@H](C)OC=2C=C(C=NC2)N2N=C(C=1CCC[C@@H](C21)CN2CCC(CC2)C(=O)O)C(F)(F)F)F 1-[[(7R)-1-[5-[(1S)-1-(2,2-difluoro-1,3-benzodioxol-5-yl)ethoxy]-3-pyridyl]-3-(trifluoromethyl)-4,5,6,7-tetrahydroindazol-7-yl]methyl]piperidine-4-carboxylic acid